1-[bis(phenylmethyl)amino]-3-chloro-2-propanol C1(=CC=CC=C1)CN(CC(CCl)O)CC1=CC=CC=C1